2,2'-thiobis(6-tert-butylphenol) S(C1=C(C(=CC=C1)C(C)(C)C)O)C1=C(C(=CC=C1)C(C)(C)C)O